N-(3-methoxy-4-nitrophenyl)-4-oxoadamantan-1-carboxamide COC=1C=C(C=CC1[N+](=O)[O-])NC(=O)C12CC3C(C(CC(C1)C3)C2)=O